N-([1,2,4]triazolo[4,3-b]pyridazin-6-yl)-2-(5-chloro-4-(cyclopropylmethoxy)-3-isopropyl-6-oxopyridazin-1(6H)-yl)acetamide N=1N=CN2N=C(C=CC21)NC(CN2N=C(C(=C(C2=O)Cl)OCC2CC2)C(C)C)=O